C(#N)C1=CC=C(C=C1)C(CC(=O)OCC)C(F)(F)F ethyl 3-(4-cyanophenyl)-4,4,4-trifluorobutanoate